2-[4-(chloromethyl)phenyl]-6-(trifluoromethyl)pyrazine ClCC1=CC=C(C=C1)C1=NC(=CN=C1)C(F)(F)F